CN1C[C@H]([C@@H](C1)C1=C(C=CC=C1)C(F)(F)F)NC(=O)C=1C=C2C(=NNC2=CC1)C1=CC(=NC=C1)C N-((3S,4R)-1-methyl-4-(2-(trifluoromethyl)phenyl)pyrrolidin-3-yl)-3-(2-methylpyridin-4-yl)-1H-indazole-5-amide